C(C)(C)(C)OC(=O)N1CCC(CC1)O.C1(=CC=CC=C1)NC=1C(=CC=CC1)C N-phenyl-toluidine tert-butyl-4-hydroxy-1-piperidinecarboxylate